COC(CN(C(=O)C=1NC=CC1)CC)OC N-(2,2-dimethoxyethyl)-N-ethyl-1H-pyrrole-2-carboxamide